C(C#C)(=O)O.C(CC#C)(=O)O 3-butynoic acid propiolate